3-methoxy-4-[(3-{4-[(1-propanoylpiperidin-4-yl)amino]-1-(2,2,2-trifluoroethyl)-1H-indol-2-yl}prop-2-yn-1-yl)amino]benzene-1-sulfonamide COC=1C=C(C=CC1NCC#CC=1N(C2=CC=CC(=C2C1)NC1CCN(CC1)C(CC)=O)CC(F)(F)F)S(=O)(=O)N